IC1=C(C=NN1C)NC(OC(C)(C)C)=O tert-butyl (5-iodo-1-methyl-1H-pyrazol-4-yl)carbamate